[Br-].C(=C)N1CN(C=C1)CCO 1-vinyl-3-hydroxyethyl-imidazole bromide salt